4-(2-(2,2-difluoroethyl)-2,8-diazaspiro[4.5]decan-8-yl)-5-methoxy-2-(pyridin-4-yl)pyrido[3,4-d]pyrimidine FC(CN1CC2(CC1)CCN(CC2)C=2C1=C(N=C(N2)C2=CC=NC=C2)C=NC=C1OC)F